4-((5-(5-(difluoromethyl)-1,3,4-oxadiazol-2-yl)thiazol-2-yl)methyl)-2,2-dimethyl-2H-pyrido[3,2-b][1,4]oxazin-3(4H)-one FC(C1=NN=C(O1)C1=CN=C(S1)CN1C2=C(OC(C1=O)(C)C)C=CC=N2)F